ClC1=C(C(=O)O)C(=CC(=N1)Cl)C 2,6-dichloro-4-methylnicotinic acid